1-(4-bromo-2-(methoxymethoxy)phenyl)-2-(3-bromo-6-methoxypyridin-2-yl)-2-fluoroethanone BrC1=CC(=C(C=C1)C(C(F)C1=NC(=CC=C1Br)OC)=O)OCOC